ethyl-propan-1-ol C(C)C(CC)O